3-But-3-ynyl-5-methoxy-1-phenyl-1H-pyrazole-4-carbaldehyde C(CC#C)C1=NN(C(=C1C=O)OC)C1=CC=CC=C1